OCC(C1=CC=CC=C1)NC(=O)C1=CN(C=C1)C1=CC(=NC=C1C)NC1=NC=CC=C1 N-(2-hydroxy-1-phenylethyl)-1-(5-methyl-2-(pyridin-2-ylamino)pyridin-4-yl)-1H-pyrrole-3-carboxamide